BrCC(=O)NCC(F)(F)C1=C(C=CC=C1)Br 2-bromo-N-(2-(2-bromophenyl)-2,2-difluoroethyl)acetamide